4-hydroxy-5-methoxy-2-(2-methoxybenzyl)isophthalonitrile OC1=C(C(=C(C#N)C=C1OC)CC1=C(C=CC=C1)OC)C#N